C[C@H](CCCCCCCCCCCC=O)CCCC (S)-13-methyl-1-heptadecanal